methyl 2-(4-bromo-6-chloro-1-oxophthalazin-2(1H)-yl)acetate BrC1=NN(C(C2=CC=C(C=C12)Cl)=O)CC(=O)OC